7-diethylamino-2-oxo-2H-chromene C(C)N(C1=CC=C2C=CC(OC2=C1)=O)CC